sodium sulfomethyl-naphthalene S(=O)(=O)(O)CC1=CC=CC2=CC=CC=C12.[Na]